4-(2,6-Dimethoxy-4-(3,3,3-trifluoropropyl)phenyl)-1-ethyl-5-methylindolin-2-one COC1=C(C(=CC(=C1)CCC(F)(F)F)OC)C1=C2CC(N(C2=CC=C1C)CC)=O